O[C@H]1[C@H](OC2=CC(=CC(=C2C1=O)O)O)C1=CC=C(C=C1)O (2R,3S)-3,5,7,4'-tetrahydroxyflavanone